1-(5-chloro-3-fluoropyridin-2-yl)-4-(4-chlorobenzyl)-3-(oxetan-3-ylmethyl)piperazine-2,5-dione ClC=1C=C(C(=NC1)N1C(C(N(C(C1)=O)CC1=CC=C(C=C1)Cl)CC1COC1)=O)F